C(C)C=1NC(=NN1)C=1C(=CC(=C(C(=O)N2CCC(CC2)C2=C(C#N)C=CC=C2)C1)C)SC (1-(5-(5-ethyl-4H-1,2,4-triazol-3-yl)-2-methyl-4-(methylsulfanyl)benzoyl)piperidin-4-yl)benzonitrile